1,3-diaza-2,4-butanedione NC(NC=O)=O